[C@H]12COC[C@@H]2C1N1N=CC=2C(C1=O)=NN(C2C(F)F)CC2=C(C=CC=C2)F 6-((1R,5S,6r)-3-oxabicyclo[3.1.0]hexan-6-yl)-3-(difluoromethyl)-2-(2-fluorobenzyl)-2,6-dihydro-7H-pyrazolo[3,4-d]pyridazin-7-one